CC=1C=C2C(=NC1)CCCO2 7-methyl-3,4-dihydro-2H-pyrano[3,2-b]pyridine